4-(trifluoromethyl)benzo[d]oxazol FC(C1=CC=CC2=C1N=CO2)(F)F